6-(1-(2-hydroxyethyl)-1H-pyrazol-3-ylsulfonyl)-2-((2-hydroxypyridin-3-yl)methyl)phthalazin OCCN1N=C(C=C1)S(=O)(=O)C=1C=C2C=NN(CC2=CC1)CC=1C(=NC=CC1)O